C(C)(C)(C)OC(=O)NC[C@H](C(=O)O)O (R)-3-(tert-Butoxycarbonylamino)-2-hydroxypropionic acid